C(CCCCCCCCCCC)(=O)OC1=C2C(=C(NC2=CC=C1)Cl)CCN(C)C 2-chloro-3-[2-(dimethylamino)ethyl]-1H-indol-4-yl dodecanoate